p-ethyl-benzaldehyde C(C)C1=CC=C(C=O)C=C1